C(C)(C)OC=1C(=CC(=NC1)C1=NSC(=N1)NC1=NC=CC=C1N(C(=O)C1CC1)C)C(F)(F)F N-(2-(3-(5-isopropoxy-4-(trifluoromethyl)pyridin-2-yl)-1,2,4-thiadiazol-5-ylamino)pyridin-3-yl)-N-methylcyclopropanecarboxamide